ClC=1N=C(C(N(C1)CC1=CC=C(C=C1)OC)=O)C#CC 5-chloro-1-[(4-methoxyphenyl)methyl]-3-prop-1-ynyl-pyrazin-2-one